N,N-di(octadecyl)tolylammonium [tetrakis(perfluorophenyl)borate] FC1=C(C(=C(C(=C1F)F)F)F)[B-](C1=C(C(=C(C(=C1F)F)F)F)F)(C1=C(C(=C(C(=C1F)F)F)F)F)C1=C(C(=C(C(=C1F)F)F)F)F.C(CCCCCCCCCCCCCCCCC)[NH+](CCCCCCCCCCCCCCCCCC)C1=C(C=CC=C1)C